2-(azepan-1-yl)-4-chloro-6-methyl-N-(3-sulfamoylphenyl)-pyridine-3-carboxamide N1(CCCCCC1)C1=NC(=CC(=C1C(=O)NC1=CC(=CC=C1)S(N)(=O)=O)Cl)C